7-Fluoro-6-(4,4,5,5-tetramethyl-1,3,2-dioxaborolan-2-yl)-3,4-dihydroisoquinolin-1(2H)-one FC1=C(C=C2CCNC(C2=C1)=O)B1OC(C(O1)(C)C)(C)C